(3-Cyclobutoxyprop-1-yn-1-yl)-7-(3,4-difluorobenzyl)-1-(2-hydroxyethyl)-3-methyl-3,7-dihydro-1H-purine-2,6-dione C1(CCC1)OCC#CC1=NC=2N(C(N(C(C2N1CC1=CC(=C(C=C1)F)F)=O)CCO)=O)C